O=C1[C@H]2[C@@H]3CC[C@H]([C@@H](CCC(=O)OC)C)[C@]3(CC[C@@H]2[C@]2(CC=CC[C@H]2C1)C)C methyl 7-oxo-5β-chola-2-enoate